COC=1C=C2C(=CC=NC2=CC1OC)OC1=CC=C(N)C=C1 4-(6,7-dimethoxy-quinolin-4-yloxy)aniline